ClC=1C=C(C=CC1F)NC(=O)NC(CCO)C1=CN=C(C2=CC=CC=C12)OC 1-(3-chloro-4-fluorophenyl)-3-(3-hydroxy-1-(1-methoxyisoquinolin-4-yl)propyl)urea